cyclopropyl-6-hydroxy-5-methoxy-3H-pyrimidin-4-one C1(CC1)C1=NC(=C(C(N1)=O)OC)O